C1N(CC12CNC2)C(=O)C2(CCN(CC2)C=2C=C(N=NC2)C2=C(C=CC=C2)O)C2=NOC(=C2)C(C)C 2-[5-(4-{2,6-diazaspiro[3.3]heptane-2-carbonyl}-4-(5-isopropyl-1,2-oxazol-3-yl)piperidin-1-yl)pyridazin-3-yl]phenol